C(#N)C=1C=NN2C1C(=CC(=C2)OCC)C=2C=CC(=NC2)N2CCC(CC2)(CO)NC(C2=C(C=CC(=C2)F)F)=O N-(1-(5-(3-cyano-6-ethoxypyrazolo[1,5-a]pyridin-4-yl)pyridin-2-yl)-4-(hydroxymethyl)piperidin-4-yl)-2,5-difluorobenzamide